N1CCC(C1)N1N=CC=C1 pyrrolidine-4-yl-1H-pyrazol